C(CC(=C)C)NC1=C2NC=NC2=NC=N1 N6-Isopentenyl-adenine